2-tert-butoxy-6-propoxybenzene-1-sulfonamide C(C)(C)(C)OC1=C(C(=CC=C1)OCCC)S(=O)(=O)N